N-(4-((2,2-difluorocyclopentyl)oxy)-3-fluorophenyl)-2-(hexahydro-5H-furo[2,3-c]pyrrol-5-yl)-5-(2,2,2-trifluoroethyl)oxazole-4-carboxamide FC1(C(CCC1)OC1=C(C=C(C=C1)NC(=O)C=1N=C(OC1CC(F)(F)F)N1CC2C(C1)CCO2)F)F